S1N=C(C=C1)CN1C2CC(CC1CC2)N 8-(isothiazol-3-ylmethyl)-8-azabicyclo[3.2.1]octane-3-amine